FC=1C=C(C=CC1)C1=CC(=C(S1)C(=O)N[C@@H]1CN(CCC1)C(=O)OC(C)(C)C)NC(=O)N tert-butyl (S)-3-(5-(3-fluorophenyl)-3-ureidothiophene-2-carboxamido)piperidine-1-carboxylate